(S)-1-(2-(2-chloro-5-cyanophenyl)-5,7-difluoro-4-oxo-1,4-dihydroquinolin-6-yl)-N,N-dimethylpyrrolidine-3-carboxamide ClC1=C(C=C(C=C1)C#N)C=1NC2=CC(=C(C(=C2C(C1)=O)F)N1C[C@H](CC1)C(=O)N(C)C)F